1-(4-(4-(5-(2-Chloro-6-fluorophenyl)-4,5-dihydroisoxazol-3-yl)thiazol-2-yl)piperidin-1-yl)-2-((6-methoxypyrimidin-4-yl)-oxy)ethan-1-on ClC1=C(C(=CC=C1)F)C1CC(=NO1)C=1N=C(SC1)C1CCN(CC1)C(COC1=NC=NC(=C1)OC)=O